Bisiminoacenaphthene N=C1C(C=2C=CC=C3C=CC=C1C23)=N